ClC=1C=C2C=C(NC2=CC1OCC1=CC(=NO1)C)CNC(CC1COCC1)=O N-((5-chloro-6-((3-methylisoxazol-5-yl)methoxy)-1H-indol-2-yl)methyl)-2-(tetrahydrofuran-3-yl)acetamide